NC=1N=NC(=C(C1)C)Cl 3-Amino-5-methyl-6-chloropyridazine